C1=CC=C(C(=C1)C=O)C=O benzeneDicarboxaldehyde